O[C@@H]1[C@H](O[C@H]([C@@H](C1=O)O)OC(C)(C)[C@@H]1CC=C(CC1)C)CO (2R,3R,5S,6S)-3,5-dihydroxy-2-(hydroxymethyl)-6-((2-((S)-4-methylcyclohex-3-en-1-yl)prop-2-yl)oxy)tetrahydro-4H-pyran-4-one